The molecule is a mycolic acid produced by Mycobacterium tuberculosis. Its structure is that of hexacosanoic acid substituted at position 2 by a 1-hydroxy-16-{2-[14-(2-octadecylcyclopropyl)tetradecyl]cyclopropyl}hexadecyl group. It has a role as an epitope and a bacterial metabolite. CCCCCCCCCCCCCCCCCCCCCCCCC(C(CCCCCCCCCCCCCCCC1CC1CCCCCCCCCCCCCCC2CC2CCCCCCCCCCCCCCCCCC)O)C(=O)O